C(C)C1=C(C(=NN1C=1C(=NC=CC1)OC)OCCCO)[N+](=O)[O-] 3-((5-ethyl-1-(2-methoxypyridin-3-yl)-4-nitro-1H-pyrazol-3-yl)oxy)propan-1-ol